FC(C1(CCCC1)CNC(C1=CN=CC(=C1N1CC2(CCCN2)CC1)C1=CC(=CC(=C1)F)F)=O)(F)F N-[1-(trifluoromethyl)cyclopentyl]methyl-4-(1,7-diaza-7-spiro[4.4]nonyl)-5-(3,5-difluorophenyl)nicotinamide